C(C(C)C)C(O[SiH2]OC)(CC(C)C)CC(C)C triisobutyldimethoxysilane